5-((4-(3,5-dimethyl-4-(methylsulfonyl)piperazin-1-yl)phenyl)thio)-2-nitroaniline CC1CN(CC(N1S(=O)(=O)C)C)C1=CC=C(C=C1)SC=1C=CC(=C(N)C1)[N+](=O)[O-]